FC(OC1=C(C=CC=C1)[C@H]1CCN2[C@H]1C1=CC(=CC=C1C2=O)C=2C=NC(=NC2)N2CCOCC2)F |r| rac-(1r,9br)-1-(2-(difluoromethoxy)phenyl)-8-(2-morpholinopyrimidin-5-yl)-2,3-dihydro-1H-pyrrolo[2,1-a]isoindol-5(9bH)-one